methyltris(isopropoxy)silane C[Si](OC(C)C)(OC(C)C)OC(C)C